ClC1=C(C(=O)NC2=C3C=NN(C3=CC=C2)C2=CC=C(C=C2)C(F)(F)F)C=C(C=C1)CNC(=O)C1CCCC1 2-Chloro-5-{[(cyclopentylcarbonyl)amino]methyl}-N-{1-[4-(trifluoromethyl)phenyl]-1H-indazol-4-yl}benzamide